C(=O)O.N[C@@H](CC1=C(C=CC(=N1)C(=O)N)F)C1=C(C=CC=C1)C1=NOC2=C1C=CC=C2 (S)-6-{2-Amino-2-[2-(benzo[d]isoxazol-3-yl)phenyl]ethyl}-5-fluoropyridine-2-carboxamide formate